tri-phenyl-carbenium C1(=CC=CC=C1)[C+](C1=CC=CC=C1)C1=CC=CC=C1